C(=O)(O)C=1C(NC(N(C1)CC(=O)O)=O)=O 5-carboxyuracil-1-acetic acid